CONC(=O)C1=CC=CC=C1 N-methoxybenzeneFormamide